ClC=1C=C(C=CC1F)C=1C=CN2C1C(N(C=C2)CC(=O)N2CC(C2)(F)C2CC2)=O 8-(3-chloro-4-fluorophenyl)-2-(2-(3-cyclopropyl-3-fluoroazetidin-1-yl)-2-oxoethyl)pyrrolo[1,2-a]pyrazin-1(2H)-one